[Ca+2].CS(=O)(=O)C1=CC=C(C=C1)N[C@@H](CO)C(=O)[O-].CS(=O)(=O)C1=CC=C(C=C1)N[C@@H](CO)C(=O)[O-] (2S,3R)-p-methylsulfonylphenyl-serine calcium salt